4-(tert-butoxy)-9-methyl-8-(6-methyl-1-(tetrahydro-2H-pyran-2-yl)-5-(trifluoromethyl)-1H-indazol-4-yl)-2-(methylsulfonyl)-9H-pyrido[4',3':4,5]pyrrolo[2,3-d]pyrimidine C(C)(C)(C)OC=1C2=C(N=C(N1)S(=O)(=O)C)N(C1=C2C=CN=C1C1=C2C=NN(C2=CC(=C1C(F)(F)F)C)C1OCCCC1)C